N(=[N+]=[N-])CC(=O)N[C@@H]1C(OC(=O)C=2NC=CC2)O[C@@H]([C@H]([C@@H]1OC(C)=O)OC(C)=O)COP(=O)(OC1=CC=CC=C1)N[C@@H](C)C(=O)OC(C)C Pyrrol-2-ylcarbonyl 2-(2-azidoacetylamino)-2-deoxy-3,4-di-O-acetyl-6-O-(((S)-1-isopropoxycarbonylethylamino) (phenoxy) phosphoryl)-D-mannopyranoside